methyl 2-((4-(4-ethoxy-1-methyl-6-oxo-1,6-dihydropyridin-3-yl)-1H-pyrazol-1-yl)methyl)benzoate C(C)OC=1C(=CN(C(C1)=O)C)C=1C=NN(C1)CC1=C(C(=O)OC)C=CC=C1